N-((5-(2-((6-(difluoromethyl)-1-methyl-1H-pyrazolo[3,4-d]pyrimidin-4-yl)thio)acetyl)thiophen-2-yl)methyl)pivalamide FC(C1=NC(=C2C(=N1)N(N=C2)C)SCC(=O)C2=CC=C(S2)CNC(C(C)(C)C)=O)F